FC1=CC=C(C=C1)C1=NN2C(CN(CC2)C(=O)C=2C=NC=CC2)=C1C1=CC(=NC=C1)C([2H])([2H])[2H] (2-(4-fluorophenyl)-3-(2-(methyl-d3)pyridin-4-yl)-6,7-dihydropyrazolo[1,5-a]pyrazin-5(4H)-yl)(pyridin-3-yl)methanone